ClC=1C2=C(N=CN1)NC1=C2CN(CC1)C(=O)OCC1=CC=CC=C1 benzyl 4-chloro-5,7,8,9-tetrahydro-6H-pyrido[3',4':4,5]pyrrolo[2,3-d]pyrimidine-6-carboxylate